C1(=CC=CC=C1)[Te]C(=C)Cl 1-chlorovinyl phenyl telluride